(S)-1-(3,4-dimethoxyphenyl)ethan-1-amine COC=1C=C(C=CC1OC)[C@H](C)N